ClC=1C=C2C(=CN1)C1C(O2)C1C(=O)NC=1N=CC2=CC=C(C=C2C1)C1(CC12CC2)C#N 4-chloro-N-(6-(1-cyanospiro[2.2]pentan-1-yl)isoquinolin-3-yl)-1a,6b-dihydro-1H-cyclopropa[4,5]furo[3,2-c]pyridine-1-carboxamide